ClC=1C=C2CC(COC2=CC1)C(=O)C1=CN(C=2N=C(N=CC21)C=2C=NNC2F)CC(C)(C)O (6-Chlorochroman-3-yl)-[2-(5-fluoro-1H-pyrazol-4-yl)-7-(2-hydroxy-2-methyl-propyl)pyrrolo[2,3-d]pyrimidin-5-yl]methanone